C(C)(C)(C)OC(=O)N1CCN(CC1)C([C@@H]([C@H]([C@@H]([C@@](CO)(O)COCC1=CC=CC=C1)OCC1=CC=CC=C1)OCC1=CC=CC=C1)OCC1=CC=CC=C1)=O 4-[(2R,3S,4S,5S)-2,3,4-tribenzyloxy-5-(benzyloxymethyl)-5,6-dihydroxy-hexanoyl]piperazine-1-carboxylic acid tert-butyl ester